C(#N)C1=CC(=C(C=C1)C=1C=NC=CC1C(=O)O)OC 3-(4-cyano-2-methoxyphenyl)pyridine-4-carboxylic acid